(2R,3R,4S,5S,6S)-2-(acetoxymethyl)-6-(3-(aminooxy) propoxy)tetrahydro-2H-pyran-3,4,5-triyl triacetate C(C)(=O)O[C@@H]1[C@H](O[C@@H]([C@H]([C@H]1OC(C)=O)OC(C)=O)OCCCON)COC(C)=O